5-[7-(2-cyclopropylpropoxy)-1-fluoro-3-hydroxynaphthalen-2-yl]-1λ6,2,5-thiadiazolidine-1,1,3-trione C1(CC1)C(COC1=CC=C2C=C(C(=C(C2=C1)F)N1CC(NS1(=O)=O)=O)O)C